N-(2-(2-ethyl-4-oxo-1,4-dihydrobenzo[4,5]imidazo[1,2-a]pyrimidin-3-yl)phenyl)acrylamide C(C)C=1NC=2N(C(C1C1=C(C=CC=C1)NC(C=C)=O)=O)C1=C(N2)C=CC=C1